Cl.C1(=CC=CC=C1)NC(=O)C=1NC=CC1 N-phenyl-1H-pyrrole-2-carboxamide hydrochloride